FC(C(=O)O)(F)F.C1C(CC12CCNCC2)CN2CCN(CC2)C=2C=C1CN(C(C1=CC2)=O)[C@@H]2C(NC(CC2)=O)=O (S)-3-(5-(4-((7-azaspiro[3.5]nonan-2-yl)methyl)piperazin-1-yl)-1-oxoisoindolin-2-yl)piperidine-2,6-dione 2,2,2-trifluoroacetate